2-(ethoxycarbonyl)-1H-pyrrolo[2,3-b]pyridine 7-oxide C(C)OC(=O)C1=CC=2C(=[N+](C=CC2)[O-])N1